(D)-asparagine N[C@H](CC(N)=O)C(=O)O